praseodymium nickel cobalt [Co].[Ni].[Pr]